C(C)OC(=O)C1=C(SC2=C1C=CC(=C2)O)N(CC2=CC=CC=C2)C(C)=O 2-[acetyl-(benzyl)amino]-6-hydroxy-1-benzothiophene-3-carboxylic acid ethyl ester